3-(aminomethyl)-N,N-dibenzyl-oxetan-3-amine NCC1(COC1)N(CC1=CC=CC=C1)CC1=CC=CC=C1